C(C)(C)(C)C1=C(C(=CC(=C1)C)C(C)(C)C)P1(OC2(CCCCOP(O2)([O-])C2=C(C=C(C=C2C(C)(C)C)C)C(C)(C)C)O1)[O-] pentanetetrayl bis(2,6-di-tert-butyl-4-methylphenyl phosphite)